tert-butyl (3-(2-(2-(2-(4-((2-((3S,5S)-5-((S)-2-cyano-4,4-difluoropyrrolidine-1-carbonyl)-2-oxopyrrolidin-3-yl)acetamido)methyl)phenyl) acetamido)ethoxy)ethoxy)propanoyl)-L-tyrosinate C(#N)[C@H]1N(CC(C1)(F)F)C(=O)[C@@H]1C[C@H](C(N1)=O)CC(=O)NCC1=CC=C(C=C1)CC(=O)NCCOCCOCCC(=O)N[C@@H](CC1=CC=C(C=C1)O)C(=O)OC(C)(C)C